BrC1=C(C(=C2C(=NC(=NC2=C1F)Cl)N1CC2CCC(C1)N2C(=O)OC(C)(C)C)OC(F)F)F tert-butyl 3-(7-bromo-2-chloro-5-(difluoromethoxy)-6,8-difluoroquinazolin-4-yl)-3,8-diazabicyclo[3.2.1]octane-8-carboxylate